7-(Cyclopentylamino)-5-fluoro-2-((((cis)-3-fluoropiperidin-4-yl)thio)methyl)quinazolin-4(3H)-one C1(CCCC1)NC1=CC(=C2C(NC(=NC2=C1)CS[C@@H]1[C@@H](CNCC1)F)=O)F